ferric boride B#[Fe]